ClN1C(=O)N(C(=O)C1(CC(C)C)CC(C)C)Cl 1,3-dichloro-5,5-diisobutylhydantoin